CC=1C2=C3C=CC1C(C1=CC=C4CCN(C(C5=CC=C(OCCCCN3N=N2)C=C5)=O)CC4=C1)CC(=O)O [32-Methyl-20-oxo-15-oxa-8,9,10,21-tetraazahexacyclo[19.5.3.216,19.13,7.06,10.024,28]dotriaconta-1(26),3(32),4,6,8,16,18,24,27,30-decaen-2-yl]acetic Acid